(S*)-N-((R)-1-(8-bromo-6-(difluoromethyl)imidazo[1,2-a]pyridin-2-yl)ethyl)-2-methylpropane-2-sulfinamide BrC=1C=2N(C=C(C1)C(F)F)C=C(N2)[C@@H](C)N[S@@](=O)C(C)(C)C |o1:16|